ClC1=C(C=C(C=C1)[C@@H]1N(OCC1)C1=CC(=NC=N1)NC=1C(=CC(=C(C1)NC(C=C)=O)N1C[C@@H](CC1)N(C)C)OC)F N-(5-((6-((R)-3-(4-chloro-3-fluorophenyl)isoxazolidine-2-yl)pyrimidine-4-yl)amino)-2-((R)-3-(dimethylamino)pyrrolidine-1-yl)-4-methoxyphenyl)acrylamide